n-pentyl isocyanate C(CCCC)N=C=O